2,6-Difluoro-3-(1-methyl-6-(2-(tetrahydro-2H-pyran-4-yl)morpholino)-1H-pyrazolo[4,3-c]pyridin-3-yl)-5-(trifluoromethyl)phenol FC1=C(C(=C(C=C1C1=NN(C2=C1C=NC(=C2)N2CC(OCC2)C2CCOCC2)C)C(F)(F)F)F)O